C(C=C)(=O)ONC(=O)N.C(C)C=C ethylethylene ureido acrylate